C[Si](CCCC(=O)OC1=C2C(=CNC2=CC=C1)CCN(C)C)(C)C 3-(2-(dimethylamino)ethyl)-1H-indol-4-yl 4-(trimethylsilyl)butanoate